2-phosphonomethoxyethyl-adenine P(=O)(O)(O)COCCC1=NC(=C2NC=NC2=N1)N